ClC=1C=C(OC2CCC(CC2)NC(=O)C=2N=NC(=CC2)N2CCC(CC2)CN2CCN(CC2)C=2C=C3C(N(C(C3=CC2F)=O)C2C(NC(CC2)=O)=O)=O)C=CC1C#N N-[4-(3-chloro-4-cyanophenoxy)cyclohexyl]-6-[4-[[4-[2-(2,6-dioxopiperidin-3-yl)-6-Fluoro-1,3-dioxoisoindol-5-yl]piperazin-1-yl]methyl]piperidin-1-yl]pyridazine-3-carboxamide